N1C=C(C2=CC=CC=C12)CC(C(=O)O)NC(=O)C=1SC=CC1 3-[1H-indol-3-yl]-2-[(thiophene-2-carbonyl)-amino]-propionic acid